CC(C(=O)OC=1C(=NN(C(C1C1=C(C(=CC=C1F)Cl)\C=C\C1=CC(=C(C=C1)C(N(C)CC)=O)F)=O)C)C)C [5-[3-chloro-2-[(E)-2-[4-[ethyl (methyl) carbamoyl]-3-fluoro-phenyl] ethenyl]-6-fluoro-phenyl]-1,3-dimethyl-6-oxo-pyridazin-4-yl] 2-methylpropionate